ethyl 5-(tert-butoxymethyl)-1-(4-(3-fluoro-5-(trifluoromethyl)benzyl)pyridin-2-yl)-1H-pyrazole-4-carboxylate C(C)(C)(C)OCC1=C(C=NN1C1=NC=CC(=C1)CC1=CC(=CC(=C1)C(F)(F)F)F)C(=O)OCC